Cl.N[C@H](C(=O)N(C)CC(=O)N(C)C(CC1=CC2=C(OCO2)C=C1)C)CC1=CC=CC=C1 (2S)-2-amino-N-[2-[[2-(1,3-benzodioxol-5-yl)-1-methyl-ethyl]-methyl-amino]-2-oxo-ethyl]-N-methyl-3-phenyl-propionamide hydrochloride